3,5-dimethyl-1H,1'H-4,4'-bipyrazole CC1=NNC(=C1C=1C=NNC1)C